C=1N=CN2C1C(=CC=C2)COC2=C(C=O)C=CC(=C2)OC 2-(imidazo[1,5-a]pyridin-8-ylmethoxy)-4-methoxybenzaldehyde